C1(CC1)N1CCP(CC1)(C1=CC(=C(C=C1)NC=1N=C(C2=C(N1)NC=C2C(F)(F)F)NCCS(=O)(=O)C)OC)=O 1-cyclopropyl-4-(3-methoxy-4-((4-((2-(methyl-sulfonyl)eth-yl)amino)-5-(trifluoromethyl)-7H-pyrrolo[2,3-d]pyrimidin-2-yl)amino)phenyl)-1,4-azaphosphinane 4-oxide